C1CCS2(NC3=C(C21)C=CC=C3)=O 1,2,3,9b-tetrahydrobenzo[c]thieno[2,1-e]isothiazole-4-oxide